ClC=1C=C(C=C(C1)NS(=O)(=O)CC)NC(=O)C1=CN(C(=C1)C)C1=NC=C(C=C1OCC=1C=NC=C(C1)F)N1CC(C1)(F)F N-(3-chloro-5-(ethylsulfonamido)phenyl)-1-(5-(3,3-difluoroazetidin-1-yl)-3-((5-fluoropyridin-3-yl)methoxy)pyridin-2-yl)-5-methyl-1H-pyrrole-3-carboxamide